O1COC=2C1=C1C(C=C(O1)C=1N=C3SC(=NN3C1)SC)=CC2 6-([1,3]dioxolo[4,5-g]benzofuran-7-yl)2-(methylthio)imidazo[2,1-b][1,3,4]thiadiazole